C1(CCC1)[C@H](C=1C=C(C=CC1)N1C(C2=C(C(=C1)C(F)(F)F)C=CN2)=O)C2=NN=CN2C 6-{3-[(R)-cyclobutyl(4-methyl-4H-1,2,4-triazol-3-yl)methyl]phenyl}-4-(trifluoromethyl)-1,6-dihydro-7H-pyrrolo[2,3-c]pyridin-7-one